N-(4-chloro-3-fluoro-phenyl)carbamic acid phenyl ester C1(=CC=CC=C1)OC(NC1=CC(=C(C=C1)Cl)F)=O